1-(tert-butyl) 2-methyl (2S,4R)-2-(3-chloropropyl)-4-hydroxypyrrolidine-1,2-dicarboxylate ClCCC[C@@]1(N(C[C@@H](C1)O)C(=O)OC(C)(C)C)C(=O)OC